5-((9-(6-amino-4-methyl-3-(trifluoromethyl)pyridin-2-yl)-8-chloro-5,6-dihydro-4H-[1,4]oxazepino[5,6,7-de]quinazolin-4-yl)methyl)thiazol-4-amine NC1=CC(=C(C(=N1)C=1C(=C2C=3C(=NC=NC3C1)N(CCO2)CC2=C(N=CS2)N)Cl)C(F)(F)F)C